8H-pyrazolo[3,4-b]Indole-5-carboxylic acid N=1N=CC=2C1NC1=CC=C(CC21)C(=O)O